S-(Phenylethynyl)ethanethioate C1(=CC=CC=C1)C#CS=C(C)[O-]